6-Chloro-4-(4-(3-chlorophenoxy)piperidin-1-yl)-1-methyl-2-oxo-1,2-dihydro-1,5-naphthyridin-3-carbonitril ClC=1N=C2C(=C(C(N(C2=CC1)C)=O)C#N)N1CCC(CC1)OC1=CC(=CC=C1)Cl